(5-bromo-1H-pyrazole-3-carbonyl)piperidine-4-carboxylic acid ethyl ester C(C)OC(=O)C1CCN(CC1)C(=O)C1=NNC(=C1)Br